N-[(1S)-1-cyclohexyl-2-[4-(3,5-dimethyl-1H-pyrazol-4-yl)anilino]-2-oxo-ethyl]-1-methyl-pyrrolo[2,3-b]pyridine-3-carboxamide C1(CCCCC1)[C@@H](C(=O)NC1=CC=C(C=C1)C=1C(=NNC1C)C)NC(=O)C1=CN(C2=NC=CC=C21)C